[Na].C1=CC=C2C=CC3=CC=CC4=CC=C1C2=C34 pyrene-sodium salt